C(C)OC(=O)C1CC(C1)O 3-hydroxycyclobutane-1-carboxylic acid ethyl ester